pentyl-octane tert-butyl-(4-(2-((6-(pyrimidin-4-yl)-1-(tetrahydro-2H-pyran-2-yl)-1H-indazol-4-yl)amino)ethoxy)butyl)carbamate C(C)(C)(C)N(C(O)=O)CCCCOCCNC1=C2C=NN(C2=CC(=C1)C1=NC=NC=C1)C1OCCCC1.C(CCCC)CCCCCCCC